C(C)OC1=CC=2C(C3=CC=CC=C3SC2C=C1)=O 2-ethoxythioxanthone